cyanophenyl-1-ethanol C(#N)C(C)(O)C1=CC=CC=C1